BrCCOC1=CC=CC=C1 1-(2-bromoethoxy)benzene